7-methyl-2-morpholin-4-yl-pyrido[1,2-a]pyrimidin-4-one CC=1C=CC=2N(C(C=C(N2)N2CCOCC2)=O)C1